(1S,3S)-3-((6-(5-((3-butyl-3-methylureido)methyl)-1-methyl-1H-1,2,3-triazol-4-yl)-2-ethyl-pyridin-3-yl)oxy)cyclohexane-1-carboxylic acid C(CCC)N(C(NCC1=C(N=NN1C)C1=CC=C(C(=N1)CC)O[C@@H]1C[C@H](CCC1)C(=O)O)=O)C